NCCC=1C=NC(=NC1)C1=C(C=C(C#N)C=C1)OC1=CC(=NC(=C1)N1[C@H](COCC1)C)C 4-[5-(2-aminoethyl)pyrimidin-2-yl]-3-[2-methyl-6-[(3S)-3-methylmorpholin-4-yl]pyridin-4-yl]oxybenzonitrile